C(C1=CC=CC=C1)C1(C[C@@H]2[C@@H](CN(C2)CC(=O)C2=CC=C(C=C2)NS(=O)(=O)C)C1)O N-(4-(2-((3aR,5r,6aS)-5-benzyl-5-hydroxyhexa-hydrocyclopenta[c]pyrrol-2(1H)-yl)acetyl)phenyl)methanesulfonamide